N-[2-(difluoromethoxy)phenyl]-4-hydroxy-2-oxo-1,2,5,6-tetrahydropyridine-3-carbothioamide FC(OC1=C(C=CC=C1)NC(=S)C=1C(NCCC1O)=O)F